4-(3-(1-(difluoromethyl)-1H-pyrazol-4-yl)-6-(3,5-dimethylisoxazol-4-yl)-1H-pyrrolo[3,2-b]pyridin-1-yl)-3,5-diethoxybenzoic acid FC(N1N=CC(=C1)C1=CN(C=2C1=NC=C(C2)C=2C(=NOC2C)C)C2=C(C=C(C(=O)O)C=C2OCC)OCC)F